C(=O)(O)OC(CCCCCCCCCC)=O mono-carboxy-undecanoate